(1S,2R)-N-(5-(4-((7-ethyl-6-oxo-5,6-dihydro-1,5-naphthyridin-3-yl)methyl)piperazin-1-yl)pyridin-2-yl)-2-fluorocyclopropane-1-carboxamide C(C)C=1C(NC=2C=C(C=NC2C1)CN1CCN(CC1)C=1C=CC(=NC1)NC(=O)[C@H]1[C@@H](C1)F)=O